C(CC)[N+](C)(C)C.C(C(=C)C)(=O)[NH-] methacrylamide propyltrimethylammonium salt